FC=1C=C(CN(C(C(C(C[2H])[2H])(C)C)=O)O)C=C(C1)F N-(3,5-difluorobenzyl)-N-hydroxy-2,2-dimethylbutanamide-3,4-d2